FC=1C=C2C=3C(=NNC(C3C1)=O)C(C(N2)C2=CC=C(C=C2)F)N2C(NCC2=O)=S 5-fluoro-8-(4-fluorophenyl)-9-(5-oxo-2-thioxoimidazolin-1-yl)-8,9-dihydro-2H-pyrido[4,3,2-de]phthalazin-3(7H)-one